methyl 4-chloro-2,5-difluoronicotinate ClC1=C(C=NC(=C1C(=O)OC)F)F